CO[C@@H]1[C@@H](CNC1)OC1=NOC(=C1)C 3-[(3R,4S)-4-methoxypyrrolidin-3-yl]oxy-5-methyl-isoxazol